C1=NC=CC2=C1C1(CCCN1C2)CO (8,9-dihydro-5H-pyrido[3,4-a]pyrrolizin-9a(7H)-yl)methanol